C(C1=CC=CC=C1)(=O)C=1C=C2C=CC=NC2=C(C1)NS(=O)(=O)C=1N(C=CN1)CC N-(6-benzoylquinolin-8-yl)-1-ethyl-1H-imidazole-2-sulfonamide